FC=1C=C(CC=2C=NN(C2)C(=O)N[C@@H]2C(N(C3=C(OC2)C=CC(=C3)O[C@H]3CN(CC3)C)C)=O)C=CC1 4-(3-fluorobenzyl)-N-((S)-5-methyl-7-(((R)-1-methylpyrrolidin-3-yl)oxy)-4-oxo-2,3,4,5-tetrahydrobenzo[b][1,4]oxazepin-3-yl)-1H-pyrazole-1-carboxamide